FC(CN1C=CC=2C1=NC(=CC2)[C@@H]2[C@H](C2)C=2C=1N(N=C(C2)C=2C(NC(NC2)=O)=O)C=CN1)(F)F 5-(8-((1S,2S)-2-(1-(2,2,2-trifluoroethyl)-1H-pyrrolo[2,3-b]pyridin-6-yl)cyclopropyl)imidazo[1,2-b]pyridazin-6-yl)pyrimidine-2,4(1H,3H)-dione